((4-(difluoromethoxy)phenyl)sulfonyl)-8-azaspiro[4.5]decan-2-one FC(OC1=CC=C(C=C1)S(=O)(=O)C1C(CCC12CCNCC2)=O)F